tert-butyl (3-acetyl-9-(5-((3-chloro-2-((1-methylpyrazol-3-yl)ethynyl)pyridin-4-yl)thio)pyrazin-2-yl)-3,9-diazaspiro[5.5]undec-1-yl)carbamate C(C)(=O)N1CC(C2(CC1)CCN(CC2)C2=NC=C(N=C2)SC2=C(C(=NC=C2)C#CC2=NN(C=C2)C)Cl)NC(OC(C)(C)C)=O